ClC=1N=C(C2=C(N1)CCN(C2=O)C)NC=2N=CC=1CCC3=C(C1C2F)NC2=C3C(NCC2C)=O 2-((2-chloro-6-methyl-5-oxo-5,6,7,8-tetrahydropyrido[4,3-d]pyrimidin-4-yl)amino)-1-fluoro-10-methyl-5,6,8,9,10,11-hexahydro-7H-pyrido[3',4':4,5]pyrrolo[2,3-f]isoquinolin-7-one